4-(5-Phenyl-4-(4,5,6,7-tetrahydro-1H-benzo[d]imidazol-2-yl)pyridazin-3-yl)morpholine C1(=CC=CC=C1)C=1C(=C(N=NC1)N1CCOCC1)C1=NC2=C(N1)CCCC2